magnesium-copper-iron salt [Fe].[Cu].[Mg]